1-(dicyclopropylmeth-yl)-3-[[2-(difluoromethoxy)pyridin-4-yl]methyl]urea C1(CC1)C(NC(=O)NCC1=CC(=NC=C1)OC(F)F)C1CC1